FC1=C(C=CC(=C1)OC1=CC=C(C=C1)F)NC(OCC=1C(=C2C(N(CC2=CC1)C1C(NC(CC1)=O)=O)=O)OCC(C)(C)O)=O [2-(2,6-dioxopiperidin-3-yl)-4-(2-hydroxy-2-methylpropoxy)-3-oxo-2,3-dihydro-1H-isoindol-5-yl]methyl N-[2-fluoro-4-(4-fluorophenoxy)phenyl]carbamate